[5-(3,4-dichloro-phenyl)-3-methyl-2,4-dioxo-3,4-dihydro-2H-pyrimidin-1-yl]-acetic acid ClC=1C=C(C=CC1Cl)C=1C(N(C(N(C1)CC(=O)O)=O)C)=O